OC(C(=O)[O-])CC (3R)-hydroxybutyrate